ClC1=NC=CN=C1C(F)(F)F 2-chloro-3-(trifluoromethyl)pyrazine